ClC1=C(C=CC(=C1)CI)NC(=O)[C@H](C)NC(=O)[C@H](C(C)C)NC(CCCCCN1C(C=CC1=O)=O)=O N-[(1S)-1-{[(1S)-1-{[2-chloro-4-(iodomethyl)phenyl]carbamoyl}ethyl]carbamoyl}-2-methylpropyl]-6-(2,5-dioxo-2,5-dihydro-1H-pyrrol-1-yl)hexanamide